FC1=CC=C(C=C1)N(C(=O)Cl)C1=CC=CC=C1 4-fluorophenyl-(phenyl)carbamoyl chloride